Cl.Cl.ClC=1C(=NC2=CC=C(C=C2C1)C=1C=C(C=CC1)CN(C)C)N1CCNCC1 1-[3-(3-chloro-2-piperazin-1-yl-6-quinolyl)phenyl]-N,N-dimethyl-methanamine dihydrochloride